COCCOCCO[SiH2]OCCOCCOC 2,5,8,10,13,16-hexaoxa-9-silaheptadecane